(S)-2-((((9H-fluoren-9-yl)methoxy)carbonyl)amino)-3-(4-cyanopyridin-2-yl)propanoic acid C1=CC=CC=2C3=CC=CC=C3C(C12)COC(=O)N[C@H](C(=O)O)CC1=NC=CC(=C1)C#N